N4-cyclopropyl-N2-(1,2,3,4-tetrahydroisoquinolin-6-yl)-5-(trifluoromethyl)pyrimidine-2,4-diamine HCl Cl.C1(CC1)NC1=NC(=NC=C1C(F)(F)F)NC=1C=C2CCNCC2=CC1